tert-Butyl 5-(N-(tert-butoxycarbonyl)-N-methylsulfamoyl)-1-hydroxyisoindoline-2-carboxylate C(C)(C)(C)OC(=O)N(S(=O)(=O)C=1C=C2CN(C(C2=CC1)O)C(=O)OC(C)(C)C)C